(2-benzyloxy-4-bromo-5-methyl-phenyl)propan-2-ol C(C1=CC=CC=C1)OC1=C(C=C(C(=C1)Br)C)CC(C)O